FC1(CCC(=CC1)C1=C(C=CC(=C1)[N+](=O)[O-])N1C=NC=C1)F 1-(4',4'-difluoro-5-nitro-2',3',4',5'-tetrahydro-[1,1'-biphenyl]-2-yl)-1H-imidazole